C(C)N1OCC(C1=O)C=1C(=C(C(=O)N)C=CC1)C (2-ethyl-3-oxo-isoxazolidin-4-yl)-2-methyl-benzamide